(2R,4S)-tert-butyl 4-(4-bromo-6-chloro-1a,2-dihydro-1H-cyclopropa[c]quinolin-3(7bH)-yl)-2-(((tetrahydro-2H-pyran-2-yl)oxy)methyl)pyrrolidine-1-carboxylate BrC1=CC(=CC=2C3C(CN(C12)[C@H]1C[C@@H](N(C1)C(=O)OC(C)(C)C)COC1OCCCC1)C3)Cl